CC1=NC2=C(N1)C=C(C=C2C(=O)O)C2=C(C(=C(C(=C2F)F)C2=CC(=CC=C2)CN2CCCCC2)F)F 2-methyl-6-(2,3,5,6-tetrafluoro-3'-(piperidin-1-ylmethyl)-[1,1'-biphenyl]-4-yl)-1H-benzo[d]imidazole-4-carboxylic acid